2-fluoro-3-[N-(cyclopropylmethyl)-4-fluoro-benzoylamino]benzoyl chloride FC1=C(C(=O)Cl)C=CC=C1N(CC1CC1)C(C1=CC=C(C=C1)F)=O